tert-butyl 2-[7-(2,4-difluoro-6-isopropoxy-phenyl)-4-(trifluoromethylsulfonyloxy) thieno[3,2-c]pyridin-6-yl]-6,8-dihydro-5H-1,7-naphthyridine-7-carboxylate FC1=C(C(=CC(=C1)F)OC(C)C)C=1C2=C(C(=NC1C1=NC=3CN(CCC3C=C1)C(=O)OC(C)(C)C)OS(=O)(=O)C(F)(F)F)C=CS2